(S)-8-((1-acryloylpiperidin-4-yl)oxy)-5-(2-((5,6-diethyl-2,3-dihydro-1H-inden-2-yl)amino)-1-hydroxyethyl)quinolin-2(1H)-one C(C=C)(=O)N1CCC(CC1)OC=1C=CC(=C2C=CC(NC12)=O)[C@@H](CNC1CC2=CC(=C(C=C2C1)CC)CC)O